C(C)(C)N1C(=NC2=C1SC(=C2)C2=NC(=NC=C2C(F)(F)F)NC2=NC=C(C=C2)C2CCN(CC2)C)C 4-(3-isopropyl-2-methyl-3H-thieno[2,3-d]imidazol-5-yl)-N-(5-(1-methylpiperidin-4-yl)pyridin-2-yl)-5-(trifluoromethyl)pyrimidin-2-amine